2-(3-(2-((1,5-dimethyl-1H-pyrazol-3-yl)amino)-5-methylpyrimidin-4-yl)-1H-indol-7-yl)-4-(1,2,3,6-tetrahydropyridin-4-yl)isoindolin-1-one CN1N=C(C=C1C)NC1=NC=C(C(=N1)C1=CNC2=C(C=CC=C12)N1C(C2=CC=CC(=C2C1)C=1CCNCC1)=O)C